2,3-dimethyl-N-(5-(3-(4-methyl-5-oxo-4,5-dihydro-1,3,4-oxadiazol-2-yl)-5-(trifluoromethyl)-1H-pyrazol-1-yl)pyridin-2-yl)benzamide CC1=C(C(=O)NC2=NC=C(C=C2)N2N=C(C=C2C(F)(F)F)C=2OC(N(N2)C)=O)C=CC=C1C